(Z)-N-(1-(phenylsulfonyl)-5-(4-(4-(trifluoromethyl)phenyl)butan-1,3-dien-2-yl)-1H-indol-3-yl)cyclobutylcarboxamide C1(=CC=CC=C1)S(=O)(=O)N1C=C(C2=CC(=CC=C12)C(=C)\C=C/C1=CC=C(C=C1)C(F)(F)F)NC(=O)C1CCC1